ClC1=NC=C(C(=N1)N(C)C)C1=CC=C(C(=O)O)C=C1 4-(2-chloro-4-(dimethylamino)pyrimidin-5-yl)benzoic acid